CC1(C2=CC(=CC=C2NC=2C=CC(=CC12)C1=CC=C(C=C1)NS(=O)(=O)C)CN1CCNCC1)C N-(4-(9,9-dimethyl-7-(piperazin-1-ylmethyl)-9,10-dihydroacridin-2-yl)phenyl)methanesulfonamide